C(C(C)C)C1=CC(=C(C=N1)N)C 6-isobutyl-4-methylpyridin-3-amine